C(#N)C(C(C#CC1=CC(=NC(=C1)C)C(=O)OC)(C)C)C(=O)OCC Methyl 4-(4-cyano-5-ethoxy-3,3-dimethyl-5-oxopent-1-yn-1-yl)-6-methylpicolinate